4-((3,4-dioxo-2-((2,6,6-trimethyl-4,5,6,7-tetrahydrobenzo[d]oxazol-7-yl)amino)cyclobut-1-en-1-yl)amino)-3-hydroxy-N,N-dimethylpicolinamide O=C1C(=C(C1=O)NC1=C(C(=NC=C1)C(=O)N(C)C)O)NC1C(CCC=2N=C(OC21)C)(C)C